C(C)(C)(C)C1=NN(C(=C1)NC(=O)NC1=C(C=C(C=C1)OC1=CC=NC2=C1N=C(NC2=O)C)F)C2=CC=CC=C2 1-(3-(tert-butyl)-1-phenyl-1H-pyrazol-5-yl)-3-(2-fluoro-4-((2-methyl-4-keto-3,4-dihydropyrido[3,2-d]pyrimidin-8-yl)oxy)phenyl)urea